N[C@H](C(=O)OC)CC1=CC=C(C=C1)C1=C(C=C(C=C1OC)CO)OC (S)-methyl 2-amino-3-(4'-(hydroxymethyl)-2',6'-dimethoxy-[1,1'-biphenyl]-4-yl)propanoate